6-[[(2S,3R,4S,5R)-3-(3,4-Difluoro-2-methoxy-phenyl)-4,5-dimethyl-5-(trifluoromethyl)tetrahydrofuran-2-carbonyl]amino]pyridin-2-carboxamid FC=1C(=C(C=CC1F)[C@@H]1[C@H](O[C@]([C@H]1C)(C(F)(F)F)C)C(=O)NC1=CC=CC(=N1)C(=O)N)OC